methyl 2-(3,5-dichloro-4-(2-fluoro-3-(1-(4-fluorophenyl)ethyl)-4-hydroxybenzyl)phenyl)acetate ClC=1C=C(C=C(C1CC1=C(C(=C(C=C1)O)C(C)C1=CC=C(C=C1)F)F)Cl)CC(=O)OC